C(C)OC(C(N)C1=CC=CC=C1)=O α-phenylglycine ethyl ester